C(C)OC(=O)C=1N(C=C(C1F)S(NC1C(CCC1)(C)CO)(=O)=O)C 3-fluoro-4-(N-(2-(hydroxymethyl)-2-methylcyclopentyl)sulfamoyl)-1-methyl-1H-pyrrole-2-carboxylic acid ethyl ester